2-(2,6-dioxopiperidin-3-yl)-5,6-difluoro-4-(piperazin-1-yl-2,2,3,3,5,5,6,6-d8)isoindoline-1,3-dione O=C1NC(CCC1N1C(C2=CC(=C(C(=C2C1=O)N1C(C(NC(C1([2H])[2H])([2H])[2H])([2H])[2H])([2H])[2H])F)F)=O)=O